O.O.O.O.S(=O)(=O)(O)O sulfate tetrahydrate